4-(chloromethyl)benzene ClCC1=CC=CC=C1